C12(CC3CC(CC(C1)C3)C2)CN2N=CC(=C2C)C2=C(N=C(S2)NC=2N=NC(=CC2)NC=2SC3=C(N2)C=CC=C3)C(=O)O 5-{1-[(adamantan-1-yl)methyl]-5-methyl-1H-pyrazol-4-yl}-2-({6-[(1,3-benzothiazol-2-yl)amino]pyridazin-3-yl}amino)-1,3-thiazole-4-carboxylic acid